calcium sesquisulfite S(=O)(O)O.[Ca+2].S(=O)([O-])[O-].S(=O)([O-])[O-].[Ca+2]